C1=NC=CC2=C(C=CC=C12)C=1CCN(CC1)CC=1C=C2CN(C(C2=CC1)=O)N1C(NC(CC1)=O)=O 1-(5-((4-(isoquinolin-5-yl)-3,6-dihydropyridin-1(2H)-yl)methyl)-1-oxoisoindolin-2-yl)dihydropyrimidine-2,4(1H,3H)-dione